(S)-N-(7-chloro-6-(1-((3R,4R)-4-hydroxy-3-methyltetrahydrofuran-3-yl)piperidin-4-yl)isoquinolin-3-yl)spiro[2.3]hexane-1-carboxamide ClC1=C(C=C2C=C(N=CC2=C1)NC(=O)[C@H]1CC12CCC2)C2CCN(CC2)[C@@]2(COC[C@@H]2O)C